O=C1NC(CCC1N1C(C2=C(C=C(C=C2C1)CNC(OCCCC)=O)OC)=O)=O Z-butyl ((2-(2,6-dioxopiperidin-3-yl)-7-methoxy-1-oxoisoindolin-5-yl)methyl)carbamate